CC1=C(C2=CC3=NC(=CC4=C(C(=C([N-]4)C=C5C(=C(C(=N5)C=C1[N-]2)C=C)C)[C@H](CC/C=C(\\C)/CC/C=C(\\C)/CCC=C(C)C)O)C)C(=C3CCC(=O)O)C)CCC(=O)O.[Fe+2] The molecule is a ferroheme having a methyl group at ring position 8 and an isoprenoid chain at position 2. It is a heme o and a ferroheme. It is a conjugate acid of a ferroheme o(2-).